ClC1=C(C=C(C(=C1)F)OC)C1=CC=2N(C(N(C(C2S1)=O)C1=CN=CC2=CC=CC=C12)=O)CCC#N 3-[6-(2-chloro-4-fluoro-5-methoxy-phenyl)-3-(4-isoquinolyl)-2,4-dioxo-thieno[3,2-d]pyrimidin-1-yl]propanenitrile